tert-Butyl N-[(Z)-4-[4-bromo-6-(trifluoromethyl)benzimidazol-1-yl]-3-fluoro-but-2-enyl]carbamate BrC1=CC(=CC=2N(C=NC21)C/C(=C/CNC(OC(C)(C)C)=O)/F)C(F)(F)F